C(C=C)OC1=C(C=C(C=C1C(C)(C)C)C)[Si](C1=CC=CC=C1)(C1=CC=CC=C1)Cl (2-(Allyloxy)-3-(tert-butyl)-5-methylphenyl)chlorodiphenylsilane